methyl (2S)-2-[[(2S)-2-(tert-butoxycarbonylamino)-3-cyclopropyl-propanoyl]amino]-3-[(3S)-2-oxopyrrolidin-yl]propanoate C(C)(C)(C)OC(=O)N[C@H](C(=O)N[C@H](C(=O)OC)CN1C(CCC1)=O)CC1CC1